ClC1=CC2=C(N=N1)OC1=C(O2)C=CC=C1 3-Chlorobenzo[5,6][1,4]dioxino[2,3-c]pyridazine